1-((5'-bromo-2'-cyano-[1,1'-biphenyl]-4-yl)methyl)-2-butyl-4-chloro-1H-imidazole-5-carboxylic Acid BrC=1C=CC(=C(C1)C1=CC=C(C=C1)CN1C(=NC(=C1C(=O)O)Cl)CCCC)C#N